O[C@H](COC1=NC(=CC(=C1)C=1C=C(C=CC1C)NC(=O)N1C[C@@H](CC1)OC(F)(F)F)N1CCOCC1)C (3R)-N-(3-[2-[(2S)-2-hydroxypropoxy]-6-(morpholin-4-yl)pyridin-4-yl]-4-methylphenyl)-3-(trifluoromethoxy)pyrrolidine-1-carboxamide